6-(1-(2-cyanopropan-2-yl)-1H-pyrazol-4-yl)-2-pyridinecarboxylic acid C(#N)C(C)(C)N1N=CC(=C1)C1=CC=CC(=N1)C(=O)O